1,4-di(2-methyl-1-aziridinylcarbonyl)butane CC1N(C1)C(=O)CCCCC(=O)N1C(C1)C